C(C)OC=1C2=C(N=C(N1)NC1CCC(CC1)O)NC=C2C=2C=C(C=1N(C2)C=CN1)F 4-((4-Ethoxy-5-(8-fluoroimidazo[1,2-a]pyridin-6-yl)-7H-pyrrolo[2,3-d]pyrimidin-2-yl)amino)cyclohexan-1-ol